1-[4-(4-Benzoylphenylsulfanyl)phenyl]-2-methyl-2-(4-methylphenylsulfonyl)propan-1-one C(C1=CC=CC=C1)(=O)C1=CC=C(C=C1)SC1=CC=C(C=C1)C(C(C)(S(=O)(=O)C1=CC=C(C=C1)C)C)=O